CO[C@@]1(COCC1)C1=CC(=CC(=N1)N1N=C(C=2C=NC(=CC21)NC(=O)NC)C)C (R)-1-(1-(6-(3-Methoxytetrahydrofuran-3-yl)-4-methylpyridin-2-yl)-3-methyl-1H-pyrazolo[4,3-c]pyridin-6-yl)-3-methylurea